1-(4-Bromo-2-(1H-tetrazol-5-yl)phenyl)pentan-1-ol tert-butylamine salt C(C)(C)(C)N.BrC1=CC(=C(C=C1)C(CCCC)O)C1=NN=NN1